C(#N)C(COC1=C(C=C2C(=N1)N(C=C2)COCC[Si](C)(C)C)NS(=O)(=O)C2=CC=C(C=C2)C)(C)CO N-[6-[2-cyano-2-(hydroxymethyl)-2-methylethoxy]-1-[[2-(trimethylsilyl)ethoxy]methyl]pyrrolo[2,3-b]pyridin-5-yl]-4-methylbenzenesulfonamide